ClC1=NC=2N(C(C=NC2C=N1)=O)CC1=CC(=C(C=C1)C=1N(C=C(N1)C(F)(F)F)C(C)C)OC 2-chloro-8-({4-[1-isopropyl-4-(trifluoromethyl)imidazol-2-yl]-3-methoxyphenyl}methyl)pteridin-7-one